C(C)(C)(C)C=1C=C(C=C(C1O)C(C)(C)C)CCC(=O)NCCCCCCNC(CCC1=CC(=C(C(=C1)C(C)(C)C)O)C(C)(C)C)=O N,N'-di-(3,5-ditertiary-butyl-4-hydroxyphenyl-propionyl)-hexamethylenediamine